[4-(1-[5-(difluoromethyl)(1,3,4-thiadiazol-2-yl)]-6-{[(cyanocyclopropyl)amino]sulfonyl}(1H-indazol-4-yl))piperazinyl]-N-methyl-N-(2,2,2-trifluoroethyl)carboxamide FC(C1=NN=C(S1)N1N=CC2=C(C=C(C=C12)S(=O)(=O)NC1(CC1)C#N)N1CCN(CC1)C(=O)N(CC(F)(F)F)C)F